OC1=CC=C(C=C1C=O)C1=CC(=CC(=C1)C1=CC=C(C(=C1)C=O)O)C1=CC=C(C(=C1)C=O)O 1,3,5-tris(4'-hydroxy-5'-formylphenyl)benzene